magnesium neodymium silver scandium [Sc].[Ag].[Nd].[Mg]